O=C1N(CC2=CC(=CC=C12)C1=NC=CC(=C1)CNCCOC1=CC=CC=C1)C1C(NC(CC1)=O)=O 3-(1-oxo-5-(4-(((2-phenoxyethyl)amino)methyl)pyridin-2-yl)isoindolin-2-yl)piperidine-2,6-dione